1-(1-butoxyethoxy)-4,4-dimethyl-1-vinylcyclohexane C(CCC)OC(C)OC1(CCC(CC1)(C)C)C=C